4-(2-{[(2R,7aS)-2-fluoro-hexahydro-1H-pyrrolizin-7a-yl]methoxy}-8-fluoro-4-[(3R)-3-(methoxymethyl)morpholin-4-yl]quinazolin-7-yl)-5-ethynyl-6-fluoronaphthalen-2-ol F[C@@H]1C[C@@]2(CCCN2C1)COC1=NC2=C(C(=CC=C2C(=N1)N1[C@@H](COCC1)COC)C1=CC(=CC2=CC=C(C(=C12)C#C)F)O)F